CN1N=CC=2C1=NC=CC2C2=C(C=1CCCC1C=C2)N 5-(1-methyl-1H-pyrazolo[3,4-B]pyridin-4-yl)-2,3-dihydro-1H-inden-4-amine